NC1=C(C2=C(N=C(N=C2)C)N1[C@@H]1CC[C@H](CC1)O)C(=O)N 6-amino-7-(trans-4-hydroxycyclohexyl)-2-methyl-pyrrolo[2,3-d]pyrimidine-5-carboxamide